1-((4-phenoxybenzoyl)glycyl)-4-(m-tolyloxy)pyrrolidine-2-carboxamide O(C1=CC=CC=C1)C1=CC=C(C(=O)NCC(=O)N2C(CC(C2)OC=2C=C(C=CC2)C)C(=O)N)C=C1